N-(6-(4-isopropyl-4H-1,2,4-triazol-3-yl)pyridin-2-yl)-5',6'-dihydro-[2,3'-bipyridine]-1'(2'H)-carboxamide C(C)(C)N1C(=NN=C1)C1=CC=CC(=N1)NC(=O)N1CC(=CCC1)C1=NC=CC=C1